C(C)C(CNC1=NC(NC(N1)=S)=S)CCCC 6-[(2-ethylhexyl)amino]-1,3,5-triazine-2,4(1H,3H)-dithione